(2S,4R)-1-((R)-2-(3-acetyl-5-(2-methylpyrimidin-5-yl)-1H-indazol-1-yl)-2-fluoroacetyl)-N-(6-bromopyridin-2-yl)-4-fluoropyrrolidine-2-carboxamide C(C)(=O)C1=NN(C2=CC=C(C=C12)C=1C=NC(=NC1)C)[C@@H](C(=O)N1[C@@H](C[C@H](C1)F)C(=O)NC1=NC(=CC=C1)Br)F